2-(4-((4-fluorobenzyl)oxy)phenyl)cyclopropanecarboxylic acid FC1=CC=C(COC2=CC=C(C=C2)C2C(C2)C(=O)O)C=C1